(R)-2-(7-fluoro-6-(5-fluoro-2-((tetrahydro-2H-pyran-4-yl)amino)pyrimidin-4-yl)-1-oxoisoindol-2-yl)-N-((S)-2-hydroxy-1-(m-tolyl)ethyl)propanamide FC=1C(=CC=C2CN(C(C12)=O)[C@@H](C(=O)N[C@H](CO)C=1C=C(C=CC1)C)C)C1=NC(=NC=C1F)NC1CCOCC1